N-(3-((1H-benzo[d]imidazol-2-yl)methyl)-5-chloro-2-oxo-1-propylindolin-3-yl)benzamide N1C(=NC2=C1C=CC=C2)CC2(C(N(C1=CC=C(C=C21)Cl)CCC)=O)NC(C2=CC=CC=C2)=O